O1C(OCC1)CCCCCCN1C(C(=CC=2C1=C(N=NC2Cl)OC)C2CCS(CC2)(=O)=O)=O 1-(6-(1,3-dioxolan-2-yl)hexyl)-5-chloro-3-(1,1-dioxidotetrahydro-2H-thiopyran-4-yl)-8-methoxypyrido[2,3-d]pyridazin-2(1H)-one